FC(C(=O)O)(F)F.OC=1C=C(C=2N(C1)N=CC2C#N)C=2C=NC(=CC2)N2CCNCC2 6-hydroxy-4-(6-(piperazin-1-yl)pyridin-3-yl)pyrazolo[1,5-a]pyridine-3-carbonitrile trifluoroacetate